3,5-dichloropyrido[2,3-d]pyridazin-8(7H)-one ClC1=CC2=C(C(NN=C2Cl)=O)N=C1